C(CCCCC)(=O)O.ClC=1C(=C(CNC(CN[C@H](C)C2CC2)=O)C=CC1)F (R)-N-(3-chloro-2-fluorobenzyl)-2-((1-cyclopropylethyl)amino)acetamide n-hexanate